((2-(methacryloyloxy) ethyl) dimethylamino) butane-1-sulphonate C(CCC)S(=O)(=O)ON(CCCOC(C(=C)C)=O)C